(4-(difluoromethoxy)phenyl)-N-(2-((2R,6S)-2,6-dimethylmorpholinyl)pyridin-4-yl)pyridazin-3-amine FC(OC1=CC=C(C=C1)C1=C(N=NC=C1)NC1=CC(=NC=C1)N1C[C@H](O[C@H](C1)C)C)F